CC(COC)OC(=O)C 1-methoxy-2-propylacetate